sulfane sulfide [SH2]=S